1-(4-chloro-3-(trifluoromethyl)phenyl)-3-(3-fluoro-4-((5-(2-methoxyethoxy)-2,3-dihydro-[1,4]dioxino[2,3-f]quinolin-10-yl)oxy)phenyl)urea ClC1=C(C=C(C=C1)NC(=O)NC1=CC(=C(C=C1)OC1=CC=NC2=CC(=C3C(=C12)OCCO3)OCCOC)F)C(F)(F)F